5-{6-[2-(5,7-Difluoro-2,4-dimethyl-indol-1-yl)-ethylamino]-pyrimidin-4-yl}-3-ethoxy-thiophen FC=1C(=C2C=C(N(C2=C(C1)F)CCNC1=CC(=NC=N1)C1=CC(=CS1)OCC)C)C